FC1=CC=C(C=C1)C1(CC1)CC#N 2-(1-(4-fluorophenyl)cyclopropyl)acetonitrile